C(N)(=O)C=1C=C2C(=CN=C(C2=CC1OC(C)C)O[C@H]1CN(CCC1)C(=O)OC(C)(C)C)C=1C=NN(C1)C1CC1 tert-butyl (R)-3-((6-carbamoyl-4-(1-cyclopropyl-1H-pyrazol-4-yl)-7-isopropoxyisoquinolin-1-yl)oxy)piperidine-1-carboxylate